(5s,7s)-2-(2,2-difluorocyclopropyl)-7-fluoro-5-phenyl-6,7-dihydro-5H-pyrrolo[1,2-b][1,2,4]triazole FC1(C(C1)C=1N=C2N(N1)[C@@H](C[C@@H]2F)C2=CC=CC=C2)F